3-(5-((3-(3-(4-((1r,3r)-3-((5-(5-methyl-5H-pyrido[4,3-b]indol-7-yl)pyridin-2-yl)oxy)cyclobutoxy)piperidin-1-yl)phenyl)prop-2-yn-1-yl)oxy)-1-oxoisoindolin-2-yl)piperidine-2,6-dione CN1C2=C(C=3C=CC(=CC13)C=1C=CC(=NC1)OC1CC(C1)OC1CCN(CC1)C=1C=C(C=CC1)C#CCOC=1C=C3CN(C(C3=CC1)=O)C1C(NC(CC1)=O)=O)C=NC=C2